(((4-nitro-1,2-phenylene)bis(oxy))bis(methylene))dibenzene [N+](=O)([O-])C1=CC(=C(C=C1)OCC1=CC=CC=C1)OCC1=CC=CC=C1